(3-{6-oxo-4-[5-(trifluoromethyl)pyridin-2-yl]-1,6-dihydropyrimidin-2-yl}-4-(trifluoromethyl)benzyl)isobutyramide O=C1C=C(N=C(N1)C=1C=C(CC(C(=O)N)(C)C)C=CC1C(F)(F)F)C1=NC=C(C=C1)C(F)(F)F